[O-]P([O-])(=O)OP(=O)([O-])[O-].[Fe+2].[Fe+2] Iron Pyrophosphate